CC1=NC(=CC=C1O[C@@H]1C[C@H](CCC1)C(=O)O)C=1N=NN(C1CNC=1N=NN(N1)CCC)C (1S,3S)-3-((2-methyl-6-(1-methyl-5-(((2-propyl-2H-tetrazol-5-yl)amino)methyl)-1H-1,2,3-triazol-4-yl)pyridin-3-yl)oxy)cyclohexane-1-carboxylic acid